Cl[C@@]1([C@@](O)(O[C@@]([C@@]([C@@]1(O)Cl)(O)Cl)(C(O)(Cl)Cl)Cl)C(C(Cl)(Cl)Cl)=O)O perchloroacetyl-α-D-galactopyranose